5-(2-chloro-5-(isobutyrylaminomethyl)benzoylamino)-1-ethyl-N-(4-(trifluoromethoxy)phenyl)-1H-indole-2-carboxamide ClC1=C(C(=O)NC=2C=C3C=C(N(C3=CC2)CC)C(=O)NC2=CC=C(C=C2)OC(F)(F)F)C=C(C=C1)CNC(C(C)C)=O